[Na+].[Na+].[Na+].C(C(=O)[O-])(=O)[O-] oxalic acid trisodium salt